4-(((R)-3-Aminopyrrolidin-1-yl)-6-methylquinazolin-2-yl)-1-(cyclopropylimino)-2,3,4,5-tetrahydrobenzo[f][1,4]thiazepine N[C@H]1CN(CC1)C1=NC(=NC2=CC=C(C=C12)C)N1CCS(C2=C(C1)C=CC=C2)=NC2CC2